BrC1=C(C=C2C(=C(C(=NC2=C1F)Cl)C(=O)OCC)N[C@H]1[C@H]2CN([C@@H]1C2)C(=O)OC(C)(C)C)I tert-butyl (1R,4R,5S)-5-((7-bromo-2-chloro-3-(ethoxycarbonyl)-8-fluoro-6-iodoquinolin-4-yl) amino)-2-azabicyclo[2.1.1]hexane-2-carboxylate